3-methyloct-4-enal CC(CC=O)C=CCCC